C(C)(C)(C)OC(=O)N1CC2(CC1C)CC=1C(=CN=C(C1)O)O2 5-hydroxy-5'-methyl-3H-spiro[furo[2,3-c]pyridine-2,3'-pyrrolidine]-1'-carboxylic acid tert-butyl ester